4-(3-fluorobenzyl)-N-((3S)-7-(2-(3-(2-hydroxypropan-2-yl)pyrrolidin-1-yl)-2-oxoethoxy)-5-methyl-4-oxo-2,3,4,5-tetrahydrobenzo[b][1,4]oxazepin-3-yl)-1H-pyrazole-1-carboxamide FC=1C=C(CC=2C=NN(C2)C(=O)N[C@@H]2C(N(C3=C(OC2)C=CC(=C3)OCC(=O)N3CC(CC3)C(C)(C)O)C)=O)C=CC1